4-((1-((3-phenoxyphenyl)sulfonyl)piperidin-4-yl)oxy)thieno[3,2-d]pyrimidine O(C1=CC=CC=C1)C=1C=C(C=CC1)S(=O)(=O)N1CCC(CC1)OC=1C2=C(N=CN1)C=CS2